(pyrrolo[2,3-b]pyridinyl)(pyrrolo[2,3-c]pyridinyl)(pyrrolo[3,2-c]pyridinyl)(pyrrolo[3,2-b]pyridinyl)imidazo[4,5-b]pyridine N1C(=CC=2C1=NC=CC2)C2=C1C(=NC(=C2C2=CC=3C(=CN=CC3)N2)C2=CC=3C=NC=CC3N2)N=C(N1)C1=CC2=NC=CC=C2N1